methanebisphosphonate C(P([O-])(=O)[O-])P([O-])(=O)[O-]